3-carbonyl-amino-quinoline C(=O)=C1C(N=C2C=CC=CC2=C1)N